O=C1NC(CCC1N1C(C2=CC=C(C=C2C1=O)N1CCN(CC1)C(=O)C1=CC(=NN1C)C(=O)O)=O)=O 5-(4-{2-[2,6-DIOXOPIPERIDIN-3-YL]-1,3-DIOXOISOINDOL-5-YL}PIPERAZINE-1-CARBONYL)-1-METHYLPYRAZOLE-3-CARBOXYLIC ACID